ClC=1C=CC=2C=3C4=C(C=CC3NC2C1)C=1C=2C=CC(=CC2NC1C=C4)Cl 7,14-dihydro-2,9-dichloro-carbazolo[4,3-c]carbazole